(R)-(3-aminopiperidin-1-yl)(2-(1-(pyrimidin-5-ylmethyl)-1H-indol-2-yl)-3,4-dihydro-5-oxa-1,2a-diazaacenaphthylen-7-yl)methanone N[C@H]1CN(CCC1)C(=O)C=1C=C2OCCN3C(=NC(C1)=C32)C=3N(C2=CC=CC=C2C3)CC=3C=NC=NC3